BrC=1C(=NC(=CC1C)C(CCC)=O)C#N 3-bromo-6-butyryl-4-methylpicolinonitrile